ClC1=C(C=CC(=C1)Cl)[C@H]([C@@H](CCCC)O)O 1-(2,4-dichlorophenyl)-(R,R)-1,2-hexanediol